2,3-dihydro-5-[1-(2-hydroxyethyl)-3-(4-pyridinyl)-1H-pyrazol-4-yl]-1H-inden-1-one OCCN1N=C(C(=C1)C=1C=C2CCC(C2=CC1)=O)C1=CC=NC=C1